CC=1N=C(C=2N(C1)C=CC2)N2CC(CC2)NC(=O)C=2N=C(OC2)C2=CC=CC=C2 2-phenyloxazole-4-carboxylic acid [1-(3-methyl-pyrrolo[1,2-a]pyrazin-1-yl)-pyrrolidin-3-yl]-amide